(R)-1-(4-((1-(3-amino-5-(trifluoromethyl)phenyl)ethyl)amino)-2-chloropyrido[3,4-d]pyrimidin-6-yl)piperidin-4-ol NC=1C=C(C=C(C1)C(F)(F)F)[C@@H](C)NC=1C2=C(N=C(N1)Cl)C=NC(=C2)N2CCC(CC2)O